C(C)(C)(C)N(C([O-])=O)C1(CN(CCC1)C=1C=NC(=CC1C(=O)C1=CN=C2N1C=CN=C2N)C2=CC(=C(C=C2)F)F)C(NC)=O.[O-]S(=O)(=O)C(F)(F)F.[Sm+2] Samarium Triflat tert-butyl-(1-(4-(8-aminoimidazo[1,2-a]pyrazine-3-carbonyl)-6-(3,4-difluorophenyl)pyridin-3-yl)-3-(methylcarbamoyl)piperidin-3-yl)carbamate